ClC=1C=C(C=CC1)NC=1SC(=CN1)C1=CC=C(C=C1)OC1=C2N=CN(C2=NC=N1)CC(C)C N-(3-chlorophenyl)-5-(4-((9-isobutyl-9H-purin-6-yl)oxy)phenyl)thiazol-2-amine